ICCC1OCCO1 2-(iodoethyl)-1,3-dioxolane